ClC=1C=C(C=C(C1)OC1CCC1)N1CC2=CC=C(C=C2CC1)CCC(=O)O 3-(2-(3-chloro-5-cyclobutoxy-phenyl)-1,2,3,4-tetrahydroisoquinolin-6-yl)propionic acid